ClC1=NC=C(C(=N1)OC)C(=O)NC1=C(C=CC=C1CC)Cl 2-chloro-N-(2-chloro-6-ethylphenyl)-4-methoxypyrimidine-5-carboxamide